6-methoxy-N-phenyl-2-(2-pyridyl)-5-(trifluoromethyl)-4-pyrimidineamine COC1=C(C(=NC(=N1)C1=NC=CC=C1)NC1=CC=CC=C1)C(F)(F)F